FC(C1=CC2=CC=CC=C2C(=C1)B(O)O)F 2-(DIFLUOROMETHYL)NAPHTHALENE-4-BORONIC ACID